2-(2,6-dioxopiperidin-3-yl)-5-((3-(3-(4-(quinoxalin-2-yl)-1H-pyrazol-1-yl)cyclohexyl)propyl)amino)isoindoline-1,3-dione O=C1NC(CCC1N1C(C2=CC=C(C=C2C1=O)NCCCC1CC(CCC1)N1N=CC(=C1)C1=NC2=CC=CC=C2N=C1)=O)=O